ClC1=C(C=C(OCC(=O)NC23CC(C2)(C3)C=3OC(=NN3)COC=3C(=NC(=CC3)C)CC)C=C1)F 2-(4-chloro-3-fluorophenoxy)-N-[3-(5-{[(2-ethyl-6-methylpyridin-3-yl)oxy]methyl}-1,3,4-oxadiazol-2-yl)bicyclo[1.1.1]pentan-1-yl]acetamide